tert-butyl (2-{[4-(5-methoxy-3-phenyl-1-{[2-(trimethylsilyl)ethoxy]methyl}-1H-pyrrolo[3,2-b]pyridin-2-yl)pyridin-3-yl]oxy}ethyl)methylcarbamate COC1=CC=C2C(=N1)C(=C(N2COCC[Si](C)(C)C)C2=C(C=NC=C2)OCCN(C(OC(C)(C)C)=O)C)C2=CC=CC=C2